N-(5-(2-bromoethoxy)-2-(((cis)-3-hydroxy-3-methylcyclobutyl)amino)-3-(trifluoromethyl)phenyl)-2-(tert-butoxy)acetamide BrCCOC=1C=C(C(=C(C1)NC(COC(C)(C)C)=O)NC1CC(C1)(C)O)C(F)(F)F